1-cyclopropyl-1H-indazol-5-amine C1(CC1)N1N=CC2=CC(=CC=C12)N